C(C1=CC=CC=C1)C1=C(C(=C(C(=C1F)F)F)F)S(=O)(=O)N(C)C 2-benzyl-3,4,5,6-tetrafluoro-N,N-dimethylbenzenesulfonamide